O1CCN(CC1)C=1C2=C(N=C(N1)N1N=C(C=C1)C1=CC=CC=C1)C=C(O2)C=2SC=CN2 4-morpholino-2-(3-phenylpyrazol-1-yl)-6-thiazol-2-yl-furo[3,2-d]pyrimidine